BrC1=CC=C(C=C1)C(C)[N+]1=NOC(=C1)[N-]C(NC1=CC(=CC=C1)C(F)(F)F)=O (3-(1-(4-bromophenyl)ethyl)-1,2,3-oxadiazol-3-ium-5-yl)((3-(trifluoromethyl)phenyl)carbamoyl)amide